C(C)(C)(C)OC(NN1CCCCC1)=O Piperidine-1-carbamic acid tert-butyl ester